(R)-4-((3S,5R,8R,9S,10S,13R,14S,17R)-3-(2',6'-difluoro-[1,1'-biphenyl]-4-yl)-3-hydroxy-10,13-dimethylhexadecahydro-1H-cyclopenta[a]phenanthren-17-yl)pentanoic acid FC1=C(C(=CC=C1)F)C1=CC=C(C=C1)[C@@]1(CC[C@@]2([C@H]3CC[C@@]4([C@H](CC[C@H]4[C@@H]3CC[C@@H]2C1)[C@@H](CCC(=O)O)C)C)C)O